N-(2-((2S,3R)-1-(2-fluoroethyl)-2-methylpiperidin-3-yl)thieno[2,3-b]pyridin-4-yl)benzo[d]thiazol-5-amine FCCN1[C@H]([C@@H](CCC1)C1=CC=2C(=NC=CC2NC=2C=CC3=C(N=CS3)C2)S1)C